C(C1=CC=CC=C1)OC(=O)NC1=C(C=C(OC2=NN(C=C2)C(=O)OC(C)(C)C)C=C1)F tert-Butyl 3-(4-{[(benzyloxy)carbonyl]amino}-3-fluorophenoxy)-1H-pyrazole-1-carboxylate